3-isocyanatoethyl-3-isocyanatopropane N(=C=O)CCC(CC)N=C=O